(S)-3-(5-cyclopentyl-1-(2-(trifluoromethyl)pyridin-3-yl)-1H-1,2,4-triazole-3-carboxamido)-5-(3,3-difluoropiperidin-1-yl)pentanoic acid C1(CCCC1)C1=NC(=NN1C=1C(=NC=CC1)C(F)(F)F)C(=O)N[C@H](CC(=O)O)CCN1CC(CCC1)(F)F